[4-(5-tert-butyl-1,2,4-oxadiazol-3-yl)phenyl]-[6-(4,5,6,7-tetrahydroindazol-2-yl)-2-azaspiro[3.3]heptan-2-yl]methanone C(C)(C)(C)C1=NC(=NO1)C1=CC=C(C=C1)C(=O)N1CC2(C1)CC(C2)N2N=C1CCCCC1=C2